[K+].FC(F)OS([O-])(=O)=O difluoromethyl-sulfuric acid potassium salt